FC(C(=O)O)(F)F.C(=O)N formamide 2,2,2-trifluoroacetate